C(C)(C)(C)C1=C(C(=NN1C(C)C)CCC)O 5-tert-Butyl-4-hydroxy-3-n-propyl-1-isopropyl-pyrazol